N[C@H]1CN(CCC1)C(=O)C=1C=C(C=2N(C1)N=C(C2C)C2=CC=1C(=NC(=CC1)C=1C(=C(C=CC1)O)Cl)N2CC2CC2)F 3-(2-{6-[(3R)-3-aminopiperidine-1-carbonyl]-4-fluoro-3-methylpyrazolo[1,5-a]pyridin-2-yl}-1-(cyclopropylmethyl)-1H-pyrrolo[2,3-b]pyridin-6-yl)-2-chlorophenol